FC1(C(CNC1)C1=C(C=CC2=C1C(=C(O2)C)C(=O)N)OCC2=C(C=CC=C2)C(F)(F)F)F (4,4-Difluoropyrrolidin-3-yl)-2-methyl-5-((2-(trifluoromethyl)benzyl)oxy)benzofuran-3-carboxamide